C1=CC2=C(C=3C=CC=CC13)C=1C(=CC=C3C=CC=CC13)OPO2 3,5-Dioxa-4-phospha-cyclohepta(2,1-a:3,4-a')dinaphthalen